6-(4-amino-2,6-dichlorophenoxy)pyridazin-3(2H)-one NC1=CC(=C(OC=2C=CC(NN2)=O)C(=C1)Cl)Cl